4-butyl-N,N-bis(isotridecyl)benzenaminium C(CCC)C1=CC=C(C=C1)[NH+](CCCCCCCCCCC(C)C)CCCCCCCCCCC(C)C